2-hydroxy-3-methoxy-5-nitrobenzaldehyde OC1=C(C=O)C=C(C=C1OC)[N+](=O)[O-]